N1(C=CC2=CC=CC=C12)CC(=O)ON=CC1=CC=C(C=C1)OC 4-methoxybenzaldehyde O-(2-(1H-indol-1-yl)acetyl) oxime